(R)-(4-(4-cyclopropylpyrazolo[1,5-a]pyridin-2-yl)-1,4,6,7-tetrahydro-5H-imidazo[4,5-c]pyridin-5-yl)(5-(1,5-dimethyl-1H-pyrazol-3-yl)-1,3,4-oxadiazol-2-yl)methanone C1(CC1)C=1C=2N(C=CC1)N=C(C2)[C@@H]2N(CCC1=C2N=CN1)C(=O)C=1OC(=NN1)C1=NN(C(=C1)C)C